N-Methyl-1-(1,3-benzodioxol-5-yl)but-3-yn-2-amine hydrochloride Cl.CNC(CC1=CC2=C(OCO2)C=C1)C#C